C(CO)N1C(=O)N(C(=O)N(C1=O)CCO)CCO 1,3,5-tris(2-hydroxyethyl)triazine-2,4,6-trione